7-((6-((dimethyl-amino)methyl)-5-morpholino-pyridin-2-yl)amino)-4-(7-fluoro-imidazo[1,2-a]pyridin-3-yl)isoindolin-1-one CN(C)CC1=C(C=CC(=N1)NC=1C=CC(=C2CNC(C12)=O)C1=CN=C2N1C=CC(=C2)F)N2CCOCC2